2-(4-(11-(2-((R)-2-Cyano-1-(3-ethoxy-4-methoxyphenyl)ethyl)-1,3-dioxo-isoindolin-4-yl)undecyl)piperazin-1-yl)-N-(3-(2,6-dioxopiperidin-3-yl)-1-methyl-1H-indazol-6-yl)acetamide C(#N)C[C@H](C1=CC(=C(C=C1)OC)OCC)N1C(C2=CC=CC(=C2C1=O)CCCCCCCCCCCN1CCN(CC1)CC(=O)NC1=CC=C2C(=NN(C2=C1)C)C1C(NC(CC1)=O)=O)=O